1-heneicosanoyl-2-(9Z,12Z,15Z-octadecatrienoyl)-glycero-3-phosphoserine CCCCCCCCCCCCCCCCCCCCC(=O)OC[C@H](COP(=O)(O)OC[C@@H](C(=O)O)N)OC(=O)CCCCCCC/C=C\C/C=C\C/C=C\CC